bis-(3-sulfopropyl) disulfide sodium salt [Na+].S(=O)(=O)([O-])CCCSSCCCS(=O)(=O)[O-].[Na+]